CN1CC(NC(C1)([2H])[2H])([2H])[2H] 1-methylpiperazine-3,3,5,5-d4